1-isopropyl-3-(phenylethynyl)-1H-pyrazolo[3,4-d]pyrimidin-4-amine C(C)(C)N1N=C(C=2C1=NC=NC2N)C#CC2=CC=CC=C2